1-acryloyl-N-(3-(((8-isopropyl-2-((1-methylpiperidin-4-yl)oxy)pyrazolo[1,5-a][1,3,5]triazin-4-yl)amino)methyl)phenyl)pyrrolidine-3-carboxamide C(C=C)(=O)N1CC(CC1)C(=O)NC1=CC(=CC=C1)CNC1=NC(=NC=2N1N=CC2C(C)C)OC2CCN(CC2)C